Cl.C(C1=CC=CC=C1)(=O)OC1CCNCC1 piperidin-4-yl benzoate hydrochloride